FC(CN1C(=NC=2C1=NC(=CN2)C2=CNC=1N=C(N=CC12)NC1CC(C1)(O)C)C)F (1s,3s)-3-((5-(1-(2,2-difluoroethyl)-2-methyl-1H-imidazo[4,5-b]pyrazin-6-yl)-7H-pyrrolo[2,3-d]pyrimidin-2-yl)amino)-1-methylcyclobutan-1-ol